2-[4-[(R)-amino (5-chloro-2-hydroxy-4-methylphenyl) methyl]Piperidine-1-carbonyl]Oxetane-3-benzoate N[C@H](C1CCN(CC1)C(=O)C1OCC1C1=CC=CC=C1C(=O)[O-])C1=C(C=C(C(=C1)Cl)C)O